C(CCCC)NC(=O)NCC1=CC(=NC=C1)OCC(F)(F)F pent-1-yl-3-[2-(2,2,2-trifluoro-ethoxy)-pyridin-4-ylmethyl]-urea